C1(CC1)C1=CC(=CC(=N1)C(=O)NC1=CC(=CC=C1)C1(CC(C1)(F)F)CC1=NN=CN1C)CN1CC(C1)(C)O 6-cyclopropyl-N-(3-(3,3-difluoro-1-((4-methyl-4H-1,2,4-triazol-3-yl)methyl)cyclobutyl)phenyl)-4-((3-hydroxy-3-methylazetidin-1-yl)methyl)picolinamide